1-isopropyl-3-((1r,4r)-4-(methyl(7H-pyrrolo[2,3-d]pyrimidin-4-yl)amino)cyclohexyl)urea C(C)(C)NC(=O)NC1CCC(CC1)N(C=1C2=C(N=CN1)NC=C2)C